1-methyl-5-(tetrahydro-2H-pyran-4-yl)-1,4,5,6-tetrahydropyrrolo[3,4-c]pyrazole-3-carboxylic acid CN1N=C(C2=C1CN(C2)C2CCOCC2)C(=O)O